methyl-2-amino-2-methyl-benzoic acid CC=1C(C(C(=O)O)C=CC1)(C)N